NC=1C=C(CN2C(C3=CC=C(C=C3C=N2)S(=O)(=O)C=2C=CC=C3C=CC=NC23)=O)C=CC1 2-(3-aminobenzyl)-6-(quinolin-8-ylsulfonyl)phthalazin-1(2H)-one